C(C)(C)(C)OC(=O)C=1N(N=CC1C1=NC=C(C=N1)O)C 4-(5-hydroxypyrimidin-2-yl)-2-methyl-pyrazole-3-carboxylic acid tert-butyl ester